FC(OC1=CC=C(O[C@@H]2[C@H](CCCC2)O)C=C1)(F)F (1S,2S)-trans-2-(4-trifluoromethoxyphenoxy)cyclohexanol